[Si](C)(C)(C(C)(C)C)OC1=CC=C(NC=2C=C(N(C2C)CCOC)C#N)C=C1 4-[4-[tert-butyl(dimethyl)silyl]oxyanilino]-1-(2-methoxyethyl)-5-methyl-pyrrole-2-carbonitrile